O.[Na+].C=CC1=CC=C(C=C1)S(=O)(=O)[O-] 4-styrenesulphonic acid sodium salt hydrate